O1C(=CC=C1)CNC=1C2=C(N=NN1)C(=CS2)C N-(Furan-2-ylmethyl)-7-methylthieno[3,2-d][1,2,3]triazin-4-amine